1-Azido-2,3,4,6-tetraacetyl-β-D-galactopyranose N(=[N+]=[N-])[C@]1(O)[C@](O)([C@@](O)([C@@](O)([C@H](O1)C(O)C(C)=O)C(C)=O)C(C)=O)C(C)=O